C(#N)C([C@@H](C)NC(=O)C=1C(=NC(=NC1)C(F)(F)C1CC1)OC1=CC=CC=C1)=C (R)-N-(3-cyanobut-3-en-2-yl)-2-(cyclopropyldifluoromethyl)-4-phenoxypyrimidine-5-carboxamide